C(C)(=O)N1C(N(C(C1)C(=O)O)C(C)=O)=O 1,3-diacetyl-2-oxo-imidazolidine-4-carboxylic acid